N[C@@H]1[C@@H](OCC12CCN(CC2)C=2N=CC(=NC2)SC=2C(=C1C(N(C=NC1=CC2)CCO)=O)Cl)C 6-((5-((3S,4S)-4-amino-3-methyl-2-oxa-8-azaspiro[4.5]decan-8-yl)pyrazin-2-yl)thio)-5-chloro-3-(2-hydroxyethyl)quinazolin-4(3H)-one